C1(CCC1)COC=1C=CC(=NC1)C(C(=O)N)(C)N1C[C@@H](C(CC1)(F)F)C1=CNC(C=C1)=O (5-(cyclobutylmethoxy)pyridin-2-yl)-2-((s)-4,4-difluoro-3-(6-oxo-1,6-dihydropyridin-3-yl)piperidin-1-yl)propanamide